4-[6-(4-fluorophenyl)Spiro[2.4]hepta-4,6-dien-5-yl]benzenesulfonamide FC1=CC=C(C=C1)C=1C(=CC2(CC2)C1)C1=CC=C(C=C1)S(=O)(=O)N